C(C)(C)(C)N1CCC(CC1)C=1N=NC(=CC1)N tert.-Butyl-4-(6-aminopyridazin-3-yl)-piperidine